CN(C=1C=C(OCCOC2=NC=CC(=C2)NCC2=CC(=CC=C2)OC)C=CC1)C 2-(2-(3-(dimethylamino)phenoxy)ethoxy)-N-(3-methoxybenzyl)pyridin-4-amine